(R)-N-(2,3-dihydro-1H-inden-1-yl)-5'-ethyl-[3,3'-bipyridin]-6-amine [C@H]1(CCC2=CC=CC=C12)NC1=CC=C(C=N1)C=1C=NC=C(C1)CC